(S)-8-hydroxy-7-methoxy-2-methylene-2,3-dihydro-1H-benzo[e]-pyrrolo[1,2-a]azepin-5(11aH)-one OC=1C(=CC2=C(C=C[C@H]3N(C2=O)CC(C3)=C)C1)OC